FC1=CC=C(C=N1)C=1SC=C(N1)C(=O)NC1=CC2=CN(N=C2C=C1C1=COC=C1)CC(C)(C)O 2-(6-fluoropyridine-3-yl)-N-(6-(furan-3-yl)-2-(2-hydroxy-2-methylpropyl)-2H-indazol-5-yl)thiazole-4-carboxamide